CN1C(N(C2=NC(=NC=C12)NC=1C=C2C=CC=NC2=CC1C)[C@H]1CN(CC1)C)=O (R)-7-Methyl-9-(1-methylpyrrolidin-3-yl)-2-((7-methylchinolin-6-yl)amino)-7,9-dihydro-8H-purin-8-on